tert-butyl (4-fluoro-3-((2-(methylthio)-5-(4-(trifluoromethyl)phenyl)pyrimidin-4-yl)amino)phenyl)carbamate FC1=C(C=C(C=C1)NC(OC(C)(C)C)=O)NC1=NC(=NC=C1C1=CC=C(C=C1)C(F)(F)F)SC